OC[C@H]1N(CCNC1)CC1CCN(CC1)C=1C=CC=C2C(=NN(C12)C)C1C(NC(CC1)=O)=O 3-(7-(4-(((S)-2-(hydroxymethyl)piperazin-1-yl)methyl)piperidin-1-yl)-1-methyl-1H-indazol-3-yl)piperidine-2,6-dione